5-(7-chloro-2-oxoindolin-5-yl)-6-methyl-3,6-dihydro-2H-1,3,4-thiadiazin-2-one ClC=1C=C(C=C2CC(NC12)=O)C1=NNC(SC1C)=O